FC=1C=C(NC)C=CC1 3-fluoro-N-methyl-aniline